FC1(C[C@@H]2CCCN2C1)F (S)-2,2-difluorotetrahydro-1H-pyrrolizine